Cl.CN[C@H](C(=O)NCCC1=CC=C(C=C1)C1=CC=C(C=C1)OC(F)(F)F)CC (S)-2-(methylamino)-N-(2-(4'-(trifluoromethoxy)-[1,1'-biphenyl]-4-yl)ethyl)butanamide hydrochloride